O1C(OCC1)CC[C@H](C(C)C)N1CC(C1)C=1C=C(C=2N(C1)C(=NN2)C)C2=C(C(=O)N(C(C)C)CC)C=C(C=C2)F 2-(6-{1-[(3R)-1-(1,3-dioxolan-2-yl)-4-methylpentan-3-yl]azetidin-3-yl}-3-methyl-[1,2,4]triazolo[4,3-a]pyridin-8-yl)-N-ethyl-5-fluoro-N-(isopropyl)benzamide